2-phenylpyrimidin-4,5-dicarboxylic acid C1(=CC=CC=C1)C1=NC=C(C(=N1)C(=O)O)C(=O)O